BrC=1C=CC2=C(CN(S(C2)(=O)=O)C)C1 6-bromo-3-methyl-3,4-dihydro-1H-benzo[d][1,2]thiazine 2,2-dioxide